N-(4-(((8-cyclopropyl-2-((tetrahydro-2H-pyran-4-yl)amino)pyrazolo[1,5-a][1,3,5]triazin-4-yl)amino)methyl)phenyl)propanamide C1(CC1)C=1C=NN2C1N=C(N=C2NCC2=CC=C(C=C2)NC(CC)=O)NC2CCOCC2